CC1=C(C=2C=C3N(C2C=C1)C[C@](CC3)(C3=CC=CC=C3)[N+](=O)[O-])CO (S)-2-methyl-7-nitro-7-phenyl-6,7,8,9-tetrahydropyrido[1,2-a]indolemEthanol